C=1N=CN2C1C1=CC=CC=C1[C@@H]2[C@@H]2[C@H](CCCCC2)O (1S,2R)-2-((S)-5H-Imidazo[5,1-a]isoindol-5-yl)cycloheptan-1-ol